SCCN=C=O 2-mercaptoethyl isocyanate